C(C=C)(=O)[O-].C(CCC)[N+](CCO)(CCCC)CCCC tributyl-(2-hydroxyethyl)ammonium acrylate